BrC1=CC=C(C=C1)CC(O)C(=O)C1=CC=CC=C1 (3-(4-bromophenyl)oxaprop-2-yl)(phenyl)methanone